F[C@@H]1CN(CC1)C1CCC(CC1)N 4-((S)-3-fluoropyrrolidin-1-yl)cyclohexan-1-amine